ClC1=CC=C(C=C1)C(C(=O)N[C@@H](C(C)C)C(=O)N[C@H](CCC(=O)O)C(=O)O)NC (2-(4-chlorophenyl)-2-(methylamino)acetyl)-L-valyl-D-glutamic acid